6-(4-Fluorophenyl)-8-methoxy-N-[(4-methyl-2,3-dihydro-1,4-benzoOxazin-7-yl)methyl]quinazolin-4-amine FC1=CC=C(C=C1)C=1C=C2C(=NC=NC2=C(C1)OC)NCC1=CC2=C(N(CCO2)C)C=C1